C1(CC1)N(CCNC(OC(C)(C)C)=O)C(CC(F)(F)F)C=1SC=C(C1F)C#C tert-butyl (2-(cyclopropyl(1-(4-ethynyl-3-fluorothiophen-2-yl)-3,3,3-trifluoropropyl)amino)ethyl)carbamate